C1(=CC=CC=C1)NC(=N)N(C(=N)N)C1=CC=CC=C1 1,3-diphenyl-biguanide